tert-butyl (1-(4-bromo-2,5-dimethoxyphenyl)-3-hydroxypropan-2-yl)carbamate tert-butyl-(1-(4-bromo-2,5-dimethoxyphenyl)-3-hydroxypropan-2-yl)carbamate C(C)(C)(C)N(C(O)=O)C(CC1=C(C=C(C(=C1)OC)Br)OC)CO.BrC1=CC(=C(C=C1OC)CC(CO)NC(OC(C)(C)C)=O)OC